ClC=1C=CC(=C(C1)C1=CC(=C(N=N1)OCC1CC(C1)O)NC1=CC(=NC=C1)NC(=O)C1CC(C1)N1CCN(CC1)C)F N-(4-{[6-(5-chloro-2-fluorophenyl)-3-[(3-hydroxy-cyclobutyl)methoxy]pyridazin-4-yl]amino}pyridin-2-yl)-3-(4-methylpiperazin-1-yl)cyclobutane-1-carboxamide